C1(CCCC1)/C=C/C=1C(=C(C=NC1C)C(=O)NC1=CC(=C(C=C1)OC1=CC=NC2=CC(=C(N=C12)OC)OCCOC)F)O 5-[(E)-2-cyclopentylvinyl]-N-[3-fluoro-4-[[6-methoxy-7-(2-methoxyethoxy)-1,5-naphthyridin-4-yl]oxy]phenyl]-4-hydroxy-6-methylpyridine-3-carboxamide